N1(CCC1)C(=O)N1[C@H]([C@H](CC1)NS(=O)(=O)C)CC=1C(=C(C=CC1)C1=CC=CC=C1)F N-((2S,3S)-1-(azetidin-1-ylcarbonyl)-2-((2-fluorobiphenyl-3-yl)methyl)pyrrolidin-3-yl)methanesulfonamide